N1=CC(=CC=C1)CC(C)O 1-(3-pyridyl)propan-2-ol